(R)-tert-butyl ethyl(1-(3-(4,4,5,5-tetramethyl-1,3,2-dioxaborolan-2-yl)phenyl)ethyl)carbamate C(C)N(C(OC(C)(C)C)=O)[C@H](C)C1=CC(=CC=C1)B1OC(C(O1)(C)C)(C)C